1,4-di(oxiran-2-yl)benzene O1C(C1)C1=CC=C(C=C1)C1OC1